N-((2S)-1-((5-bromo-2-fluoro-4-(1-oxo-1-((2,2,2-trifluoroethyl)amino)propan-2-yl)phenyl)amino)-3,3-dicyclopropyl-1-oxopropan-2-yl)-1-isopropyl-1H-pyrazole-5-carboxamide BrC=1C(=CC(=C(C1)NC([C@H](C(C1CC1)C1CC1)NC(=O)C1=CC=NN1C(C)C)=O)F)C(C(NCC(F)(F)F)=O)C